C(C)S(=O)(=O)C1=CC=C(C=C1)CC(=O)NC=1C=C2C(=NC1)[C@@H](N(C2)C(=O)OC(C)(C)C)C(C)C tert-butyl (S)-3-(2-(4-(ethylsulfonyl)phenyl)acetamido)-7-isopropyl-5,7-dihydro-6H-pyrrolo[3,4-b]pyridine-6-carboxylate